N1-(2-(2-(2-(2-azidoethoxy)ethoxy)ethoxy)ethyl)-N3,N5-bis(2-hydroxyethyl)benzene-1,3,5-tricarboxamide N(=[N+]=[N-])CCOCCOCCOCCNC(=O)C1=CC(=CC(=C1)C(=O)NCCO)C(=O)NCCO